OCCCCOC=C 4-Hydroxylbutyl-vinylether